4-((2-cyanophenyl)thio)-6-(1-ethyl-1H-pyrazol-4-yl)pyrazolo[1,5-a]pyridine-3-carbonitrile C(#N)C1=C(C=CC=C1)SC=1C=2N(C=C(C1)C=1C=NN(C1)CC)N=CC2C#N